N-(1-(azetidin-1-ylmethyl)cyclopropyl)-3-(4-fluorobenzyl)pyrazin-2-amine N1(CCC1)CC1(CC1)NC1=NC=CN=C1CC1=CC=C(C=C1)F